FC=1C=C2C(NN=C(C2=CC1F)C(C)N(C(C1=CC(=C(C(=C1)F)F)F)=O)C)=O N-(1-(6,7-difluoro-4-oxo-3,4-dihydrophthalazin-1-yl)ethyl)-3,4,5-trifluoro-N-methylbenzamide